(E)-1-chloro-2-(3-(methoxymethoxy)prop-1-enyl)benzene ClC1=C(C=CC=C1)\C=C\COCOC